2-(2-azaspiro[3.3]hept-5-en-6-yl)benzonitrile C1NCC12C=C(C2)C2=C(C#N)C=CC=C2